1,20-eicosandiamine C(CCCCCCCCCCCCCCCCCCCN)N